C1(CC1)OC1=CC(=C(C=N1)C1=CC=C(C=C1)C1(COC1)C(=O)NC1=CC=C(C=C1)F)CO 3-(4-(6-cyclopropoxy-4-(hydroxymethyl)pyridin-3-yl)phenyl)-N-(4-fluorophenyl)oxetan-3-carboxamide